C(C=1C(C(=O)[O-])=CC=CC1)(=O)OCC1=C(C=CC=C1)CCCC ortho-Butylbenzyl phthalate